CC1=C(C(=C(C1[Ga])C)C)C tetramethylcyclopentadienyl-gallium